3-(((7-(2-aminopyrimidin-4-yl)-2,3-dihydrofuro[3,2-c]pyridin-4-yl)amino)methyl)-N-(5-((4-(methylamino)tetrahydro-2H-pyran-4-yl)methoxy)pyridin-2-yl)benzamide NC1=NC=CC(=N1)C=1C2=C(C(=NC1)NCC=1C=C(C(=O)NC3=NC=C(C=C3)OCC3(CCOCC3)NC)C=CC1)CCO2